1-(7-(6-(bis(4-methoxybenzyl)amino)-5-methoxypyridin-2-yl)-6-chloro-2,8-difluoroquinazolin-4-yl)piperidine-4-carbonitrile COC1=CC=C(CN(C2=C(C=CC(=N2)C2=C(C=C3C(=NC(=NC3=C2F)F)N2CCC(CC2)C#N)Cl)OC)CC2=CC=C(C=C2)OC)C=C1